5,8-dichloro-2-((3,4-dichlorophenyl)amino)quinazoline-4(3H)-One ClC1=C2C(NC(=NC2=C(C=C1)Cl)NC1=CC(=C(C=C1)Cl)Cl)=O